C1(CC1)C=1C(=NN(C1C=1C=NC=C(C1)F)C1=C(C=CC(=C1)F)F)OC(C(=O)OC)OC Methyl {[4-cyclopropyl-1-(2,5-difluorophenyl)-5-(5-fluoropyridin-3-yl)-1H-pyrazol-3-yl]oxy}-(methoxy)acetate